COC(=O)[C@H]1C[C@@H](N(CC1)CC1=CC=CC=C1)C1CC1.C(C1=CC=CC=C1)N1[C@H](C[C@@H](CC1)C(=O)NN)C1CC1 |r| (rac)-trans-1-Benzyl-2-cyclopropylpiperidine-4-carbohydrazide (rac)-methyl-trans-1-benzyl-2-cyclopropylpiperidine-4-carboxylate